C(CCCCCCCCC=CCCCCCC)(=O)[O-] 10-heptadecenoate